BrC1=CC2=C(NC(N(S2(=O)=O)CC(=O)OC)=O)C=C1 methyl 2-(7-bromo-1,1,3-trioxo-4H-1lambda6,2,4-benzothiadiazin-2-yl)acetate